(E)-4-(dimethylamino)-N-(3-hydroxy-2-(pyridin-2-yl)-4,5,6,7-tetrahydro-2H-indazol-5-yl)-N-methylbut-2-enamide CN(C/C=C/C(=O)N(C)C1CC2=C(N(N=C2CC1)C1=NC=CC=C1)O)C